(Z)-N'-hydroxy-6-((R)-3-hydroxy-3-methylpiperidin-1-yl)-2-((S)-1-((S)-1-methylpyrrolidin-2-yl)ethoxy)pyrimidine-4-carboxamidine O\N=C(/N)\C1=NC(=NC(=C1)N1C[C@](CCC1)(C)O)O[C@@H](C)[C@H]1N(CCC1)C